C(C)OC(=O)[C@H]1NC2=CC=CC=C2[C@H]([C@H]1CCCCC)N=[N+]=[N-].CC1=C(C=C(C=C1)N=C=S)N=C=O 4-methyl-3-isocyanato-1-isothiocyanatobenzene (2S,3S,4S)-Ethyl-4-azido-3-pentyl-1,2,3,4-tetrahydroquinoline-2-carboxylate